tert-butyl (3S,4S)-4-((6-chloropyrazin-2-yl)oxy)-3-fluoropiperidine-1-carboxylate ClC1=CN=CC(=N1)O[C@@H]1[C@H](CN(CC1)C(=O)OC(C)(C)C)F